C(C)(=O)N1CC(=CCC1)C1=CC(=C2C=C(NC2=C1F)C(=O)OC)Cl methyl 6-(1-acetyl-1,2,5,6-tetrahydropyridin-3-yl)-4-chloro-7-fluoro-1H-indole-2-carboxylate